FC=1C=C(C=C2C(=CC(=NC12)C)[C@@H](C)NC(OC(C)(C)C)=O)B1OC(C(O1)(C)C)(C)C |r| (±)-Tert-butyl (1-(8-fluoro-2-methyl-6-(4,4,5,5-tetramethyl-1,3,2-dioxaborolan-2-yl)quinolin-4-yl)ethyl)carbamate